N-(2-methoxyethyl)-5-methylpyrazole COCCN1N=CC=C1C